COC(C1=CC(=C(C(=C1)OC(F)F)NC)N)=O.FC1=C(C(=O)NCC2CCOCC2)C=CC(=C1)C#CC1=C(C=CC=C1)F 2-fluoro-4-((2-fluorophenyl)ethynyl)-N-((tetrahydro-2H-pyran-4-yl)methyl)benzamide Methyl-3-amino-5-(difluoromethoxy)-4-(methylamino)benzoate